(2R,5S)-1-((3,3-difluorocyclobutyl)(3-fluoro-4-(trifluoromethyl)phenyl)methyl)-2,5-dimethylpiperazine hydrochloride Cl.FC1(CC(C1)C(N1[C@@H](CN[C@H](C1)C)C)C1=CC(=C(C=C1)C(F)(F)F)F)F